N-(5-cyclopropylpyrimidin-2-yl)methyl-2,4,5,6-tetrahydrobenzo[6,7]cyclohepta[1,2-c]pyrazole-8-carboxamide C1(CC1)C=1C=NC(=NC1)CNC(=O)C=1C=CC2=C(CCCC=3C2=NNC3)C1